Orthopropionat C(CC)([O-])([O-])[O-]